C(CCC)(=O)N(C([C@@H](NC(CCCCCCCCCCC)=O)CCC(=O)O)=O)C(CCC)=O lauroyl-glutamic acid dibutyrylamide